CN1N=CC(=C1[C@@H]1CCC=2C(=C(C(=NC2C1)N1CC2(CN(C2)C(C=C)=O)CC1)C)C1=C(C(=CC=C1)F)O)C 1-(6-((7R)-7-(1,4-dimethyl-1H-pyrazol-5-yl)-4-(3-fluoro-2-hydroxyphenyl)-3-methyl-5,6,7,8-tetrahydro-2-quinolinyl)-2,6-diazaspiro[3.4]octan-2-yl)-2-propen-1-one